C(N)(=N)C=1C=C(SC1)CNC(=O)[C@H]1N([C@H]2C[C@]2(C1)C)C(CNC(CCCOC1=CC=C(C=C1)S(F)(F)(F)(F)F)=O)=O (1S,3S,5S)-N-((4-carbamimidoylthiophen-2-yl)methyl)-5-methyl-2-((4-(4-(pentafluoro-λ6-sulfanyl)phenoxy)butanoyl)glycyl)-2-azabicyclo[3.1.0]hexane-3-carboxamide